[Na+].S(=O)(=O)(OC1=CC=C(C=C1)C(C1=CC=C(C=C1)O)C1=NC=CC=C1)[O-] 4-[(pyridin-2-yl)(4-hydroxyphenyl)methyl]phenyl sulfate sodium